SC(C(C)=O)C 3-sulfanylbutan-2-one